O=C1C2=C(N=C(N1CCCN1CCCC1)SCC(=O)OCC)C1=C(S2)C=CC=C1 ethyl 2-((4-oxo-3-(3-(pyrrolidin-1-yl)propyl)-3,4-dihydrobenzo[4,5]thieno[3,2-d]pyrimidin-2-yl)thio)acetate